4-(5-fluoro-6-(4-methylpiperazin-1-yl)pyridin-3-yl)-6-(1H-pyrrolo[2,3-b]pyridin-3-yl)quinazoline FC=1C=C(C=NC1N1CCN(CC1)C)C1=NC=NC2=CC=C(C=C12)C1=CNC2=NC=CC=C21